trans-tert-butyl-4-((5-fluoro-4-(6-(3-oxomorpholino)pyridin-2-yl)pyrimidin-2-yl)amino)cyclohexane-1-carboxylate C(C)(C)(C)OC(=O)[C@@H]1CC[C@H](CC1)NC1=NC=C(C(=N1)C1=NC(=CC=C1)N1C(COCC1)=O)F